ClC=1C(=C(C=CC1)NC1=NC=NC2=CC(=C(C=C12)N)C#C[C@@]12CN(C[C@H]2C1)C)F N4-(3-chloro-2-fluoro-phenyl)-7-[2-[(1R,5S)-3-methyl-3-azabicyclo[3.1.0]hexan-1-yl]ethynyl]quinazoline-4,6-diamine